C1(CC1)N1N=CC(=C1)[C@@H]1OCCC(C1)C1=NC=2NC(C(NC2C(=N1)C1=C(C=C(C=C1)OC(F)(F)F)F)C)C 2-[(2R)-2-(1-cyclopropylpyrazol-4-yl)tetrahydropyran-4-yl]-4-[2-fluoro-4-(trifluoromethoxy)phenyl]-6,7-dimethyl-5,6,7,8-tetrahydropteridine